tert-butyl 6-(8-(benzo[d]thiazol-2-ylcarbamoyl)-3,4-dihydroisoquinolin-2(1H)-yl)-3-(1-(6-methoxy-6-oxohexyl)-3,5-dimethyl-1H-pyrazol-4-yl)picolinate S1C(=NC2=C1C=CC=C2)NC(=O)C=2C=CC=C1CCN(CC21)C2=CC=C(C(=N2)C(=O)OC(C)(C)C)C=2C(=NN(C2C)CCCCCC(=O)OC)C